C(C)OC=1C=C(CCN)C=C(C1OC)OCC 3,5-diethoxy-4-methoxyphenethylamine